3-Amino-3-(4-amino-7-methyl-5-(4-((6-methylpyridin-2-yl)oxy)phenyl)-7H-pyrrolo[2,3-d]pyrimidin-6-yl)pyrrolidine-1-carboxylic acid tert-butyl ester C(C)(C)(C)OC(=O)N1CC(CC1)(C1=C(C2=C(N=CN=C2N)N1C)C1=CC=C(C=C1)OC1=NC(=CC=C1)C)N